C(=O)C1=CC=C(C=C1)B(O)O 4-formylphenyl-boronic acid